N1(C=NC=C1)CC(=O)OCCC=C(F)F 4,4-difluorobut-3-en-1-yl 2-(1H-imidazol-1-yl)acetate